C1(CC1)C=1N=C2N(N=CC=C2C(=O)NC2CS(C3=C2C=CC=C3)(=O)=O)C1C(=O)N 2-cyclopropyl-N8-(1,1-dioxo-2,3-dihydrobenzothiophen-3-yl)imidazo[1,2-b]pyridazine-3,8-dicarboxamide